5-(4-(6-fluorobenzo[d]isoxazol-3-yl)piperidin-1-yl)-1-tosyl-1H-indole-3-carbaldehyde FC1=CC2=C(C(=NO2)C2CCN(CC2)C=2C=C3C(=CN(C3=CC2)S(=O)(=O)C2=CC=C(C)C=C2)C=O)C=C1